[Pd].C(C)(C)(C)[C@](C(=O)OC1=C(C(=CC2=CC=C(C=C12)F)OCOC)CC)(COC1=CC=C(C=C1)C(CN)N)O[Si](C)(C)C(C)(C)C ethyl-7-fluoro-3-(methoxymethoxy)naphthalen-1-ol tert-butyl-(2R)-2-((tert-butyldimethylsilyl)oxy)-3-(4-(1,2-diaminoethyl)-phenoxy)propanoate Palladium